4-[(2,6-diaminopyridin-3-yl)diazenyl]phenol NC1=NC(=CC=C1N=NC1=CC=C(C=C1)O)N